ClC=1C=C(C=2CCC(C2C1)=O)S(=O)(=O)NC=1C(=C(C(=CC1)F)C=1C=C2C=NC(=NC2=CC1)NC1N(CCCC1)C(=O)[O-])F (6-[3-(6-chloro-1-oxo-2,3-dihydroindene-4-sulfonamido)-2,6-difluorophenyl]quinazolin-2-ylamino)piperidine-1-carboxylate